O=C1NC(CC[C@@H]1N1CC2=CC=C(C=C2C1=O)C1CCN(CC1)C(=O)OC(C)(C)C)=O tert-butyl (S)-4-(2-(2,6-dioxopiperidin-3-yl)-3-oxoisoindolin-5-yl)piperidine-1-carboxylate